[N+](=O)([O-])C1=C(C=CC=C1)C1=C(C=C(N1)C1=CC(=CC=C1)C(F)(F)F)C=O (5-(2-nitrophenyl)-2-(3-(trifluoromethyl)phenyl)Azol-4-yl)methanone